ClC(CCC(=O)OC)CCC(C(CCCC(CC(CC)Cl)Cl)Cl)Cl methyl 4,7,8,12,14-pentachlorohexadecanoate